N1C=CC2=CC=C(C=C12)OC1CN(C1)C=1C(=C(C(=O)O)C=CC1)N1C=CC=C1 3-(3-((1H-indol-6-yl)oxy)azetidin-1-yl)-2-(1H-pyrrol-1-yl)benzoic acid